(2R,5S)-3-(4-Cyano-3-(trifluoromethyl)phenyl)-N-(4-hydroxyphenyl)-2-(trifluoromethyl)oxazolidin-5-carboxamid C(#N)C1=C(C=C(C=C1)N1[C@H](O[C@@H](C1)C(=O)NC1=CC=C(C=C1)O)C(F)(F)F)C(F)(F)F